C(C)OC(C[C@@H](C=1C=C(C(=CC1)OC)C1=CC=CC=C1)NC(=O)NC=1C(N(C=CC1O)C)=O)=O.C(#N)C=1C=C(C(=O)N)C=C(C1O)C1=CC2=C(NC=N2)C=C1 3-cyano-4-hydroxy-5-(1H-benzimidazol-5-yl)benzamide Ethyl-(S)-3-(3-(4-Hydroxy-1-methyl-2-oxo-1,2-dihydropyridin-3-yl)ureido)-3-(6-methoxybiphenyl-3-yl)propanoat